methyl (5-(6-amino-8-(isopropylamino)-9H-purin-9-yl)-4-hydroxytetrahydrofuran-2-yl) phosphate P(=O)(OC)(OC1OC(C(C1)O)N1C2=NC=NC(=C2N=C1NC(C)C)N)[O-]